FC1(CCC(=CC1)C=1C(=C(C=CC1)C)C(=O)OC(C)(C)C)F tertbutyl 4',4'-difluoro-3-methyl-2',3',4',5'-tetrahydro-[1,1'-biphenyl]-2-carboxylate